C(C1=CC=CC=C1)OC[C@H]1N(C[C@@H](C1(F)F)O)C(=O)OC(C)(C)C |r| rac-tert-Butyl (2R,4S)-2-[(benzyloxy)methyl]-3,3-difluoro-4-hydroxypyrrolidine-1-carboxylate